1-(4-(1-(2,6-Dimethoxypyridin-4-yl)-1H-benzo[d]imidazol-5-yl)-1H-pyrazol-1-yl)-2-methyl-2-propanol COC1=NC(=CC(=C1)N1C=NC2=C1C=CC(=C2)C=2C=NN(C2)CC(C)(O)C)OC